1,3,4-tri-O-acetyl-2-deoxy-beta-D-glucuronic acid methyl ester COC([C@@H]1[C@H]([C@@H](C[C@H](OC(C)=O)O1)OC(C)=O)OC(C)=O)=O